manganese hypophosphite hydrate O.[PH2](=O)[O-].[Mn+2].[PH2](=O)[O-]